C(C1=CC=CC=C1)(=O)C1(NC(C2=NC=NC2=N1)=O)N 2-benzoylguanine